NC1=NC(=C(C=2N1C(N(N2)CC2=NC=C(C=C2Cl)F)=O)C2=CC(=NC(=C2)C)CO)C2=CC=CC=C2 5-amino-2-[(3-chloro-5-fluoro-2-pyridyl)methyl]-8-[2-(hydroxymethyl)-6-methyl-4-pyridyl]-7-phenyl-[1,2,4]triazolo[4,3-c]pyrimidin-3-one